N[C@@H](CC(=O)O)C(N)=O L-α-asparagine